2'-chloro-5'-(difluoromethoxy)-N-(5-(((1r,4r)-4-hydroxycyclohexyl)oxy)-1,3,4-thiadiazol-2-yl)-6-methyl-(4,4'-bipyridine)-3-carboxamide ClC1=NC=C(C(=C1)C1=C(C=NC(=C1)C)C(=O)NC=1SC(=NN1)OC1CCC(CC1)O)OC(F)F